NC(CC[C@@H](C1=CC=CC=C1)NC(=O)N1CC2=CC(=CC(=C2CC1)C1=CC=C(C=C1)C(F)(F)F)OC)=O (S)-N-(4-amino-4-oxo-1-phenylbutyl)-7-(methoxy)-5-(4-(trifluoromethyl)phenyl)-3,4-dihydroisoquinoline-2(1H)-carboxamide